(R)-7-(2-hydroxypropan-2-yl)-2-((R)-3-methylmorpholino)-6,7-dihydropyrazolo[1,5-a]pyrazin-4(5H)-one OC(C)(C)[C@H]1CNC(C=2N1N=C(C2)N2[C@@H](COCC2)C)=O